ClC1=CC2=C(S1)[C@]1(C[C@@H](NCC1)C)OCC2 (2'S,7S)-2-chloro-2'-methyl-spiro[4,5-dihydrothieno[2,3-c]pyran-7,4'-piperidine]